2-butyramido-N-((2S)-1-oxo-3-phenyl-1-(6-(pyridin-3-yl)-5,6-dihydropyridin-1(2H)-yl)propan-2-yl)benzamide C(CCC)(=O)NC1=C(C(=O)N[C@H](C(N2CC=CCC2C=2C=NC=CC2)=O)CC2=CC=CC=C2)C=CC=C1